1-(3-(4-chloro-3-ethyl-1H-pyrrolo[2,3-b]pyridin-5-yl)phenyl)-4-(3-(piperazin-1-yl)propyl)piperazin-2-one ClC1=C2C(=NC=C1C=1C=C(C=CC1)N1C(CN(CC1)CCCN1CCNCC1)=O)NC=C2CC